(R)-1-(3-(3-(4-(2-fluoro-3-methoxyphenoxy)phenyl)-7-propoxy-1H-pyrazolo[4,3-c]pyridin-1-yl)piperidin-1-yl)prop-2-en-1-one FC1=C(OC2=CC=C(C=C2)C2=NN(C3=C2C=NC=C3OCCC)[C@H]3CN(CCC3)C(C=C)=O)C=CC=C1OC